ClC=1C=C(C=CC1Cl)/C=C/C(=O)C1=CC=C(C=C1)O (2E)-3-(3,4-Dichlorophenyl)-1-(4-hydroxyphenyl)prop-2-en-1-one